cis-2-ethyl-1-((5-(4-fluoro-3-(trifluoromethyl)phenyl)-1,2,4-oxadiazol-3-yl)methyl)-N-(3-(trifluoromethyl)phenyl)piperidine-4-carboxamide C(C)[C@@H]1N(CC[C@@H](C1)C(=O)NC1=CC(=CC=C1)C(F)(F)F)CC1=NOC(=N1)C1=CC(=C(C=C1)F)C(F)(F)F